C(#N)[C@H](C[C@H]1C(NCCC1)=O)NC(=O)[C@H]1N(C[C@@H]2[C@H]1CC(C2)(F)F)C(=O)C=2NC1=CC(=CC(=C1C2)C(F)F)F (1S,3aS,6aR)-N-((S)-1-cyano-2-((S)-2-oxopiperidin-3-yl)ethyl)-2-(4-(difluoromethyl)-6-fluoro-1H-indole-2-carbonyl)-5,5-difluorooctahydrocyclopenta[c]pyrrole-1-carboxamide